difluoroacetaldehyde hydrate O.FC(C=O)F